COCCCN1N=CC2=CC=CC=C12 1-(3-methoxypropyl)indazol